ClC=1C=C(NC2(CCC3(C(=CC4=CC=CC=C34)C3CN(C3)CC3=C(C(=CC=C3F)F)F)CC2)C(=O)OC)C=CC1 methyl (1r,4r)-4-(3-chloroanilino)-2'-{1-[(2,3,6-trifluorophenyl)methyl]azetidin-3-yl}spiro[cyclohexane-1,1'-indene]-4-carboxylate